FC1=CC=C(C=C1)C=1C(C(=C(NC1O)C)C(=O)O)=O 5-(4-fluorophenyl)-6-hydroxy-2-methyl-4-oxo-1,4-dihydropyridine-3-carboxylic acid